S(=O)(OCC(F)F)OCC(F)F bis(2,2-difluoroethyl) sulfite